2-[(2R,4S)-2-ethylpiperidin-4-yl]Phthalazin-1-one C(C)[C@H]1NCC[C@@H](C1)N1C(C2=CC=CC=C2C=N1)=O